ClC1=C(C=CC=C1)[C@H]1CC[C@H](N1C(C1=CC=C(C=C1)C=1C=NC(=NC1)N1CCOCC1)=O)C(=O)O (2S,5R)-5-(2-chlorophenyl)-1-(4-(2-morpholinopyrimidin-5-yl)benzoyl)pyrrolidine-2-carboxylic acid